5-bromo-4'-chloro-6-methyl-[1,1'-biphenyl]-3-carboxylic acid methyl ester COC(=O)C=1C=C(C(=C(C1)Br)C)C1=CC=C(C=C1)Cl